Ethyl 2-bromo-5-(difluoromethoxy)-4-methoxybenzoate BrC1=C(C(=O)OCC)C=C(C(=C1)OC)OC(F)F